FC=1C=C(C=CC1)NC(=O)C=1N=NC(=CC1)NC1C[C@@H]2[C@@H](CN(C2)CC2CCOCC2)C1 N-(3-fluorophenyl)-6-(((3aR,5s,6aS)-2-((tetrahydro-2H-pyran-4-yl)methyl)octahydrocyclopenta[c]pyrrol-5-yl)amino)pyridazine-3-carboxamide